FC1=CC=C(OC2=CC=C(C=N2)CNC(=O)C2=CC3=C(N(C(N3)=O)C(C)C)C=C2)C=C1 N-((6-(4-fluorophenoxy)pyridin-3-yl)methyl)-1-isopropyl-2-oxo-2,3-dihydro-1H-benzimidazole-5-carboxamide